(R)-1-((2-(4-(5-chloropyrimidin-2-yl)piperidin-1-yl)-5-oxo-6,7-dihydrothieno[3,2-d]pyrimidin-4-yl)amino)cyclobutane-1-carbonitrile ClC=1C=NC(=NC1)C1CCN(CC1)C=1N=C(C2=C(N1)CC[S@]2=O)NC2(CCC2)C#N